ClC=1C=C(C=CC1F)NC(N(C(C)C1=CN=C(C2=CC=CC=C12)OC)CC)=O 3-(3-Chloro-4-fluorophenyl)-1-ethyl-1-(1-(1-methoxyisoquinolin-4-yl)ethyl)urea